ethyl 2-(4-methoxy-3-nitro-5-(pyrimidin-2-yl)phenyl)acetate COC1=C(C=C(C=C1C1=NC=CC=N1)CC(=O)OCC)[N+](=O)[O-]